(R)-4-chloro-6-(3-methylmorpholino)pyridazine-3-formaldehyde ClC1=C(N=NC(=C1)N1[C@@H](COCC1)C)C=O